C(CCCCCCCCC\C=C/CC)O (Z)-11-tetradecene-1-ol